ClC=1NC(C2=C(N1)C(=C(N=C2OC[C@@H]2COCC(CN2)=NOC)Cl)F)=O (S)-2,7-Dichloro-8-fluoro-5-((6-(methoxyimino)-1,4-oxazepan-3-yl)methoxy)pyrido[4,3-d]pyrimidin-4(3H)-one